1-Fluoro-2-nitro-3-vinylbenzene FC1=C(C(=CC=C1)C=C)[N+](=O)[O-]